(S)-N-(3-amino-1-(hydroxyamino)-3-methyl-1-oxobutan-2-yl)-4-((4-(3-(hydroxymethyl)-1-methyl-1H-pyrazol-5-yl)phenyl)ethynyl)benzamide NC([C@@H](C(=O)NO)NC(C1=CC=C(C=C1)C#CC1=CC=C(C=C1)C1=CC(=NN1C)CO)=O)(C)C